C(#N)C1=CC(=CC2=C1N(C(=N2)N2C(=CC=C2C)C)C)CN(C(C)=O)C2=C(C1=CC=CC=C1C=C2)C#N N-[[7-cyano-2-(2,5-dimethylpyrrol-1-yl)-1-methyl-benzimidazol-5-yl]methyl]-N-(1-cyano-2-naphthyl)acetamide